FC=1C(=C2C(=NC1)NC=C2C(=O)C=2C=NC(=CC2C)OC2=C(C=CC=C2)F)N[C@H]2CO[C@@H](CC2)CO (5-fluoro-4-(((3R,6S)-6-(hydroxymethyl)tetrahydro-2H-pyran-3-yl)amino)-1H-pyrrolo[2,3-b]pyridin-3-yl)(6-(2-fluorophenoxy)-4-methylpyridin-3-yl)methanone